ClC1=C(C=C(C#N)C(=C1)OC1CC1)F 4-CHLORO-6-CYCLOPROPOXY-3-FLUOROBENZONITRILE